2-(1H-pyrazol-1-yl)phenol N1(N=CC=C1)C1=C(C=CC=C1)O